N[C@H]([C@H](C)N(C([C@@H](CC(=O)OC(C1=C(C=CC=C1)Cl)(C1=CC=CC=C1)C1=CC=CC=C1)CC1=CC=CC=C1)=O)C)C (2-Chlorotrityl) (R)-4-(((2S,3S)-3-aminobutan-2-yl)(methyl)amino)-3-benzyl-4-oxobutanoate